NCC1=NNC(C2=CC=C(C=C12)C1=CN=C2N1N=C(C=C2)C2=CC=CC=C2)=O 4-(aminomethyl)-6-(6-phenylimidazo[1,2-b]pyridazin-3-yl)phthalazin-1(2H)-one